methyl-4-[2-(3-methyl-1,2,4-oxadiazol-5-yl)-6-azaspiro[3.4]oct-6-yl]spiro[cyclohexane-1,3'-indol]-2'(1'H)-one CN1C(C2(C3=CC=CC=C13)CCC(CC2)N2CC1(CC(C1)C1=NC(=NO1)C)CC2)=O